FC=1C(=NC(=NC1)NC1CCN(CC1)C(=O)OC(C)(C)C)C1=CC(=CC=C1)N1CCOCC1 tert-butyl 4-[[5-fluoro-4-(3-morpholinophenyl)pyrimidin-2-yl]amino]piperidine-1-carboxylate